C(CC)(=O)[O-].C(CC)(=O)[O-].C(CC)(=O)[O-].[Bi+3] bismuth tripropionate